6-Bromo-1-methyl-8-[4-(2-pyrazol-1-yl-ethoxy)-phenyl]-9H-pyrido[3,4-b]indole BrC=1C=C2C3=C(NC2=C(C1)C1=CC=C(C=C1)OCCN1N=CC=C1)C(=NC=C3)C